C(CC)(=O)OC1=C(C(=C(C(=C1)C(C)(C)C)O)C(C)(C)C)CCCCCCCCCCCCCCCCCC octadecyl-(3,5-di-tert-butyl-4-hydroxyphenyl) propionate